Cl.N1=CC=C(C=C1)C=1N=C(C2=C(N1)C=NC=C2)N2CCC1(CCNC1)CC2 2-(pyridin-4-yl)-4-(2,8-diazaspiro[4.5]decan-8-yl)pyrido[3,4-d]pyrimidine hydrochloride